(E)-2-(2-(methylthio)vinyl)thiophene CS/C=C/C=1SC=CC1